4-methyl-3-([1,2,4]triazolo[1,5-a]pyridin-6-yl)aniline CC1=C(C=C(N)C=C1)C=1C=CC=2N(C1)N=CN2